FC1=C(C(=CC=C1)C)N1CCC(CC1)N1C(N(C=2C(C1)=CN(N2)CCN(C)CCOC)CC2=C(C=CC=C2)C(F)(F)F)=O 5-[1-(2-Fluoro-6-methyl-phenyl)-piperidin-4-yl]-2-{2-[(2-methoxy-ethyl)-methyl-amino]-ethyl}-7-(2-trifluoromethylbenzyl)-2,4,5,7-tetrahydro-pyrazolo[3,4-d]pyrimidin-6-one